N-[(4-cyclopropanesulfonamidopyridin-2-yl)methyl]-5-[6-(trifluoromethyl)pyrazin-2-yl]-1,3-thiazole-2-carboxamide C1(CC1)S(=O)(=O)NC1=CC(=NC=C1)CNC(=O)C=1SC(=CN1)C1=NC(=CN=C1)C(F)(F)F